(5'S,7a'R)-5'-(3,5-difluorophenyl)-1-(5-fluoropyridine-2-carbonyl)tetrahydro-3'H-spiro[piperidine-4,2'-pyrrolo[2,1-b]-[1,3]oxazol]-3'-one FC=1C=C(C=C(C1)F)[C@@H]1CC[C@H]2OC3(C(N21)=O)CCN(CC3)C(=O)C3=NC=C(C=C3)F